C(C=C)C=1C=C(C(=C(C1)C#CCCC=O)O)OC 5-(5-allyl-2-hydroxy-3-methoxyphenyl)pent-4-ynal